BrCCCCCCCC(=O)OC\C=C(\CCC=C(C)C)/C (E)-3,7-dimethylocta-2,6-dien-1-yl 8-bromooctanoate